FC1=C(C=C(C=C1)OC=1C(=C2C=CNC2=CC1F)C)C=1NC=NN1 5-(2-Fluoro-5-((6-fluoro-4-methyl-1H-indol-5-yl)oxy)phenyl)-4H-1,2,4-triazole